COC1=NC(=NC=C1)N1CCN(CC1)C(=O)C1=C(OC=2N=CN=C(C21)NC2(CC2)C)C 5-[4-(4-methoxypyrimidin-2-yl)piperazine-1-carbonyl]-6-methyl-N-(1-methylcyclopropyl)furo[2,3-d]pyrimidin-4-amine